BrC=1C=C2C(=CN1)NN=C2 5-bromo-1H-pyrazolo[5,4-c]pyridine